[Na+].C(C)(C)(C)OC(=O)NCCNS(=O)(=O)C1=CC=C(C=C1)C1=C(N(C=C1)S(N)(=O)=O)C(=O)[O-] 3-{4-[(2-{[(tert-Butoxy)carbonyl]amino}ethyl)sulfamoyl]phenyl}-1-sulfamoyl-1H-pyrrole-2-carboxylic acid, sodium salt